isopropyl (trans-4-(5-(2-(N-(tert-butyl)sulfamoyl)-4-methoxy-phenyl)thiazol-2-yl)cyclohexyl)carbamate C(C)(C)(C)NS(=O)(=O)C1=C(C=CC(=C1)OC)C1=CN=C(S1)[C@@H]1CC[C@H](CC1)NC(OC(C)C)=O